N1C=CC2=CC=C(C=C12)OC1CN(C1)C=1C(=C(C(=O)OC)C=CC1)N1C=CC=C1 Methyl 3-(3-((1H-indol-6-yl)oxy)azetidin-1-yl)-2-(1H-pyrrol-1-yl)benzoate